ClC=1C=C(C=C(C1CC1=C(C(=C(C=C1)O)C(C)C)F)Cl)SCC(=O)O 2-((3,5-dichloro-4-(2-fluoro-4-hydroxy-3-isopropylbenzyl)phenyl)thio)acetic acid